CC1=C(C=NC(=C1)NC)N1C(NC2=C1C=CC=C2)=O 1-(4-methyl-6-(methylamino)pyridin-3-yl)-1H-benzo[d]imidazol-2(3H)-one